COC1=CC=C2C(N(C(=NC2=C1)C1=CC=CC=C1)CCC1=NC=CC=C1)C1=CC=CC=C1 7-Methoxy-2,4-diphenyl-3-[2-(2-pyridyl)ethyl]-3,4-dihydroquinazoline